COC=1C=C(C=C(C1)B1OC(C(O1)(C)C)(C)C)C1(COC1)O 3-(3-methoxy-5-(4,4,5,5-tetramethyl-1,3,2-dioxaborolan-2-yl)phenyl)oxetan-3-ol